P(=O)(OC[C@@H]1O[C@H]([C@@H](C1)OC)N1C(NC(C=C1)=O)=O)(OCCCC)O.[Ca] calcium ((2R,3R,4R,5R)-5-(2,4-dioxopyrimidin-1(2H)-yl)-4-methoxy-tetrahydrofuran-2-yl)-methyl butyl hydrogen phosphate